3-(S-(difluoromethyl)sulfonimidoyl)-N-((2-(6-((2,2,6,6-tetramethyltetrahydro-2H-pyran-4-yl)oxy)pyridin-3-yl)-1,6-naphthyridin-7-yl)methyl)benzamide FC(S(=O)(=N)C=1C=C(C(=O)NCC2=NC=C3C=CC(=NC3=C2)C=2C=NC(=CC2)OC2CC(OC(C2)(C)C)(C)C)C=CC1)F